BrC1=C(C=CC=C1OC1=CC=C(C=C1)[N+](=O)[O-])Cl 2-bromo-1-chloro-3-(4-nitrophenoxy)benzene